4-(4-chlorophenyl)-1-((1-(3,4-difluorophenyl)-5-((S)-1-hydroxyethyl)-1H-1,2,4-triazol-3-yl)methyl)-3-((S)-3,3,3-trifluoro-2-hydroxypropyl)-1,3-dihydro-2H-imidazol-2-one ClC1=CC=C(C=C1)C=1N(C(N(C1)CC1=NN(C(=N1)[C@H](C)O)C1=CC(=C(C=C1)F)F)=O)C[C@@H](C(F)(F)F)O